tert-Butyl 3-(4-(1,1-difluoro-2-(3-hydroxyazetidin-1-yl)-2-oxoethoxy)-7-(thiazol-2-yl)benzo[d]oxazol-2-yl)-3,6-diazabicyclo[3.1.1]heptane-6-carboxylate FC(C(=O)N1CC(C1)O)(OC1=CC=C(C2=C1N=C(O2)N2CC1N(C(C2)C1)C(=O)OC(C)(C)C)C=1SC=CN1)F